1-(cyclopent-1-en-1-yl)-4,6-dimethyl-2-oxo-1,2-dihydropyridine-3-carboxylic acid C1(=CCCC1)N1C(C(=C(C=C1C)C)C(=O)O)=O